C(CCCCCCCCC)N1C(CCC1)=O N-decyl-pyrrolidone